N-(4-((E)-2-(2-(((1r,4r)-4-aminocyclohexyl)amino)pyrimidin-5-yl)vinyl)-3-methoxyphenyl)-2-chlorobenzenesulfonamide NC1CCC(CC1)NC1=NC=C(C=N1)/C=C/C1=C(C=C(C=C1)NS(=O)(=O)C1=C(C=CC=C1)Cl)OC